2-(4-bromophenyl)-1-propanol BrC1=CC=C(C=C1)C(CO)C